(E)-1-(2,4-Dihydroxyphenyl)-3-[4-methoxy-3-(pyrazol-1-ylmethyl)phenyl]prop-2-en-1-one OC1=C(C=CC(=C1)O)C(\C=C\C1=CC(=C(C=C1)OC)CN1N=CC=C1)=O